FC1=C(C(=C(C=C1)B(O)O)OC)C (4-Fluoro-2-methoxy-3-methylphenyl)boronic acid